n-Butyl-8-amino-1,4-dioxaspiro[4.5]decan-8-carboxylat C(CCC)OC(=O)C1(CCC2(OCCO2)CC1)N